ClC=1SC(=CC1C(=O)NCC(F)(F)F)OC[C@H](C)N(S(=O)(=O)C(F)(F)F)COC 2-chloro-5-[(2S)-2-[methoxymethyl(trifluoromethylsulfonyl)amino]propoxy]-N-(2,2,2-trifluoroethyl)thiophene-3-carboxamide